3-((5-(Aminomethyl)pyridazin-3-yl)amino)piperidine-2,6-dione NCC=1C=C(N=NC1)NC1C(NC(CC1)=O)=O